C(C)OC1=CC(=NC2=CC(=CC=C12)C(=O)C(C#N)C#N)C1=CC=CC=C1 2-(4-ethoxy-2-phenylquinoline-7-carbonyl)malononitrile